N1(CCC1)C=1C=NC(=NC1)C1=CC(=CN1C)C(=O)NC1=CC(=CC(=C1)NS(=O)(=O)C)Cl 5-(5-(azetidin-1-yl)pyrimidin-2-yl)-N-(3-chloro-5-(methylsulfonamido)phenyl)-1-methyl-1H-pyrrole-3-carboxamide